CC1(CCC=2C1=NC(=CC2CN2C[C@H](CCC2)C)C(=O)N)C 7,7-dimethyl-4-(((S)-3-methylpiperidin-1-yl)methyl)-6,7-dihydro-5H-cyclopenta[b]pyridine-2-carboxamide